C(C)OC1(C=C(CCC1)C1=CC(CCC1)C(C)C)OCC 1-(3,3-diethoxycyclohex-1-en-1-yl)-3-isopropylcyclohex-1-ene